1-[2-(5-{1-[(6,7-dimethoxy-2-methylquinazolin-4-yl)amino]ethyl}thiophen-2-yl)benzyl]piperidine-4-carboxamide COC=1C=C2C(=NC(=NC2=CC1OC)C)NC(C)C1=CC=C(S1)C1=C(CN2CCC(CC2)C(=O)N)C=CC=C1